ClC1=NC=C(C(=C1)N[C@H](CCOC1=C(C=NN1C)C1=NC=CC(=N1)N)C)C#CC=1C=NN(C1C1CC1)C (S)-2-(5-(3-((2-Chloro-5-((5-cyclopropyl-1-methyl-1H-pyrazol-4-yl)ethynyl)pyridin-4-yl)amino)butoxy)-1-methyl-1H-pyrazol-4-yl)pyrimidin-4-amine